N-(1H-indazol-5-yl)imidazo[1,2-b]pyridazin-6-amine N1N=CC2=CC(=CC=C12)NC=1C=CC=2N(N1)C=CN2